magnesium sulfate-tetrahydrate O.O.O.O.S(=O)(=O)([O-])[O-].[Mg+2]